ClC=1C=NC=C(C1[C@@H](C)OC=1C=C2C(=NNC2=CC1)C=1C=CC(=NC1)NC(OC(C)C)=O)Cl isopropyl N-[5-[5-[(1R)-1-(3,5-dichloro-4-pyridyl)ethoxy]-1H-indazol-3-yl]-2-pyridyl]carbamate